FC(CNC(=O)C=1C=NN2C1C=C(C=C2)C2=CNC=1N=C(N=CC12)NCC=1C=NC(=CC1)N1CCN(CC1)C)(C)C N-(2-fluoro-2-methylpropyl)-5-(2-(((6-(4-methylpiperazin-1-yl)pyridin-3-yl)methyl)amino)-7H-pyrrolo[2,3-d]pyrimidin-5-yl)pyrazolo[1,5-a]pyridine-3-carboxamide